C1(=CC(=CC=C1)C1=NC(=NC=C1Cl)N[C@@H]1CC[C@H](CC1)NC(C)=O)C1=CC=CC=C1 N-(trans-4-((4-([1,1'-biphenyl]-3-yl)-5-chloropyrimidin-2-yl)amino)cyclohexyl)acetamide